ClC1=NC=C(C(=N1)NCC1=C(C=CC=C1Cl)Cl)C(=O)N 2-chloro-4-((2,6-dichlorobenzyl)amino)pyrimidin-5-carboxamide